CN1N=CC(=C1)S(=O)(=O)N1CCOCC1 4-(1-methyl-1H-pyrazole-4-sulfonyl)-morpholin